C1CCC12CCN(CC2)CC(=O)NC=2C=C(C(=NC2)C)NC(=O)C2=NN=C1N2C=CC(=C1)C(=C)CO N-(5-(2-(7-azaspiro[3.5]nonan-7-yl)acetamido)-2-methylpyridin-3-yl)-7-(3-hydroxyprop-1-en-2-yl)-[1,2,4]triazolo[4,3-a]pyridine-3-carboxamide